3-Chloro-6-fluoro-N-(3,4,6-trimethyl-5-(2-oxo-2-(phenylamino)ethoxy)pyridin-2-yl)benzo[b]thiophen-2-carboxamid ClC=1C2=C(SC1C(=O)NC1=NC(=C(C(=C1C)C)OCC(NC1=CC=CC=C1)=O)C)C=C(C=C2)F